2-acetylamino-4-(2-bromo-5-tosyl-5H-pyrrolo[2,3-b]pyrazin-7-yl)-N,N-dimethylbenzamide C(C)(=O)NC1=C(C(=O)N(C)C)C=CC(=C1)C1=CN(C2=NC=C(N=C21)Br)S(=O)(=O)C2=CC=C(C)C=C2